C(CC)N(C1=CC=C(C=C1)C)CCC N,N-dipropyl-p-toluidine